FC1=C(CS(=NC(C2=C(C=C(C=C2)C2=NOC(=N2)C(F)(F)F)OC)=O)(=O)C)C=CC=C1 N-((2-fluorobenzyl)(methyl)(oxo)-λ6-sulfaneylidene)-2-methoxy-4-(5-(trifluoromethyl)-1,2,4-oxadiazol-3-yl)benzamide